5-(2-(4,4-difluoroazepan-1-yl)-7-fluoroquinoline-3-carboxamido)thiophene-3-carboxylic acid FC1(CCN(CCC1)C1=NC2=CC(=CC=C2C=C1C(=O)NC1=CC(=CS1)C(=O)O)F)F